Malonamide C(CC(=O)N)(=O)N